N-[5-methoxy-6-[1-(trifluoromethyl)cyclopropyl]pyridazin-3-yl]-1,1-diphenyl-methanimine COC=1C=C(N=NC1C1(CC1)C(F)(F)F)N=C(C1=CC=CC=C1)C1=CC=CC=C1